5-(2-(dicyanomethylene)hydrazino)-3-chloro-1H-pyrrolo[2,3-b]pyridine-1-carboxylic acid tert-butyl ester C(C)(C)(C)OC(=O)N1C=C(C=2C1=NC=C(C2)NN=C(C#N)C#N)Cl